NCCCCOC=1C=C2C(=CC=NC2=CC1)C(=O)NCC(=O)N1[C@@H](CC(C1)(F)F)C#N (S)-6-(4-Aminobutoxy)-N-(2-(2-cyano-4,4-difluoropyrrolidin-1-yl)-2-oxoethyl)chinoline-4-carboxamid